4-(4-amino-2-{4-[(2-fluoroacrylamido)]phenyl}-7-(3-hydroxy-3-methylbut-1-ynyl)-1-methylpyrrolo[3,2-c]pyridin-3-yl)-2-fluoro-6-methoxy-N-(2,2,2-trifluoroethyl)benzamide NC1=NC=C(C2=C1C(=C(N2C)C2=CC=C(C=C2)NC(C(=C)F)=O)C2=CC(=C(C(=O)NCC(F)(F)F)C(=C2)OC)F)C#CC(C)(C)O